3-phenyl-1,3,4-thiadiazole-2(3H)thion potassium salt [K].C1(=CC=CC=C1)N1C(SC=N1)=S